1-(2-(dimethylamino)ethyl)-1H-pyrazole-4-carboxylic acid methyl ester COC(=O)C=1C=NN(C1)CCN(C)C